rac-(3R,5S)-1-benzyl-3,5-bis(2-hydroxypropan-2-yl)piperidin-4-ol C(C1=CC=CC=C1)N1C[C@H](C([C@H](C1)C(C)(C)O)O)C(C)(C)O |r|